C1=CC(=C(C=C1Cl)O)OC2=C(C=C(C=C2)Cl)Cl trichloro-2'-hydroxydiphenyl ether